ethyl 4,5-bis(hydroxymethyl)-1H-1,2,3-triazole-1-butyrate OCC=1N=NN(C1CO)CCCC(=O)OCC